C(=C)C1=CC(=CC2=CC(=CC=C12)Cl)C=C 1,3-divinyl-6-chloro-naphthalene